C1(CCCC1)NS(=O)(=O)C1=CC=C(C=C1)NC(=O)NCC=1C=NC=CC1 1-[4-(cyclopentylsulfamoyl)phenyl]-3-(pyridin-3-ylmethyl)urea